5,6-dihydro-4H-pyrrolo[1,2-b]pyrazole-2-carbaldehyde N=1N2C(=CC1C=O)CCC2